P(=O)([O-])([O-])[O-].[Fe+3].[Na].[Fe].[Na] sodium iron sodium ferric phosphate